3-iodophenylpropionic acid IC=1C=C(C=CC1)C(C(=O)O)C